Cl.C(C)(C)(C)OC(C(C)(C)N)=O aminoisobutyric acid tert-butyl ester hydrochloride